OC1C(OCC1O)C(=O)NC 3,4-Dihydroxy-N-methyl-tetrahydrofuran-2-carboxamide